FCC1=CC=C(C=N1)COC1=C(C=C(C=C1)NC1=C(C=2N=C(C=NC2C=C1)N1CCOCC1)C#N)OC 6-((4-((6-(fluoromethyl)pyridin-3-yl)methoxy)-3-methoxyphenyl)amino)-3-morpholino-quinoxaline-5-carbonitrile